N1(CCC1)C(=O)O.BrC=1C=C(NC)C=CC1 m-bromo-N-methylaniline azetidine-1-carboxylate